5-(6-((3H-imidazo[4,5-b]pyridin-3-yl)methyl)-8-methoxy-2,3-dihydrobenzo[b][1,4]dioxin-2-yl)-N,N-diethylpyridin-2-amine N1=CN(C2=NC=CC=C21)CC2=CC1=C(OC(CO1)C=1C=CC(=NC1)N(CC)CC)C(=C2)OC